FC=1C=C(C=C(C1)CO)C[C@@H]1CC[C@H](CC1)C(=O)OC methyl trans-4-[[3-fluoro-5-(hydroxymethyl)phenyl]methyl]cyclohexanecarboxylate